C(C)(C)(C)OC(=O)N1CCN(CC1)C/C(/C1=CC=C(C=C1)C)=N/O (E)-4-(2-(hydroxyimino)-2-(p-tolyl)ethyl)piperazine-1-carboxylic acid tert-butyl ester